FC(S(=O)(=O)OC1=CCCC2=CC(=CC=C12)OC(C)(C)C)(F)F 6-(tert-butoxy)-3,4-dihydronaphthalen-1-yl trifluoromethanesulfonate